C(CCCC(=O)O)(=O)O (1aR,5aR)-glutaric acid